FC1=C2C=C(N(C2=C(C=C1)C#N)S(=O)(=O)C1=CC=C(C)C=C1)C=1CCN(CC1)S(=O)(=O)C 4-fluoro-2-(1-(methylsulfonyl)-1,2,3,6-tetrahydropyridin-4-yl)-1-tosyl-1H-indole-7-carbonitrile